OC(=O)C(F)(F)F.CC(COC1=NC=CC=C1C(F)(F)F)(C)NC(C[C@H]1N(CCC1)C(=O)OC(C)(C)C)=O tert-butyl (S)-2-(2-((2-methyl-1-((3-(trifluoromethyl)pyridin-2-yl)oxy)propan-2-yl)amino)-2-oxoethyl)pyrrolidine-1-carboxylate TFA salt